(2S,4R)-1-(2-(3-acetyl-5-(2-isopropylpyrazolo[1,5-a]pyrimidin-6-yl)-1H-indazol-1-yl)acetyl)-N-(6-bromopyridin-2-yl)-4-fluoropyrrolidine-2-carboxamide C(C)(=O)C1=NN(C2=CC=C(C=C12)C=1C=NC=2N(C1)N=C(C2)C(C)C)CC(=O)N2[C@@H](C[C@H](C2)F)C(=O)NC2=NC(=CC=C2)Br